ClC=1C=C(C=CC1Cl)C(CN1N=C(C=C1C(=O)OCC)C(=O)OCC)=O Diethyl 1-[2-(3,4-dichlorophenyl)-2-oxoethyl]-1H-pyrazole-3,5-dicarboxylate